OC=1C=C(C=CC1)CCC(=O)N1CCN(CC1)CC=1SC=CC1 3-(3-hydroxyphenyl)-1-(4-(2-thienylmethyl)piperazinyl)-1-propanone